1-((3-(5-cyano-2-fluoroindolizin-8-yl)pyridin-4-yl)thio)cyclobutane-1-carboxylic acid C(#N)C=1N2C=C(C=C2C(=CC1)C=1C=NC=CC1SC1(CCC1)C(=O)O)F